O.O.O.O.NCCCC(CCCN)(N)CCCN bis(3-aminopropyl)-1,4-butanediamine tetrahydrate